FC1(CC1)S(=O)(=O)N 1-fluorocyclopropanesulfonamide